C(C)(C)(C)[Si](O[C@@H]1CNCCC1)(C1=CC=CC=C1)C1=CC=CC=C1 tert-butyl-diphenyl-[[(3S)-3-piperidinyl]oxy]silane